C1(=CC=C(C=C1)C=CC(C)C1=NC=CC=C1)C 2-(4-(p-Tolyl)but-3-en-2-yl)pyridine